ClC=1C=C2C(=NC=NC2=C(C1C1=C(C=CC=C1)F)F)N1CCC(CC1)NC(=O)NCCCl 1-(1-(6-chloro-8-fluoro-7-(2-fluorophenyl)quinazolin-4-yl)piperidin-4-yl)-3-(2-chloroethyl)urea